2-(Endo-3-amino-3-methyl-8-azabicyclo[3.2.1]oct-8-yl)-5-(4-chloro-2-methyl-2H-indazol-5-yl)-3-methyl-3,7-dihydro-4H-pyrrolo[2,3-d]pyrimidin-4-one NC1(CC2CCC(C1)N2C=2N(C(C1=C(N2)NC=C1C1=C(C2=CN(N=C2C=C1)C)Cl)=O)C)C